vanadium-manganese sodium phosphate P(=O)([O-])([O-])[O-].[Na+].[Mn+2].[V+5]